ClC1=C(C=C2C(=C(C(N(C2=N1)C=1C(=NC=CC1C)C(C)C)=O)[N+](=O)[O-])O)F 7-chloro-6-fluoro-4-hydroxy-1-(2-isopropyl-4-methylpyridin-3-yl)-3-nitro-1,8-naphthyridin-2(1H)-one